FC(OC1=CC=C(CN2C3N(C(CC2)=O)C(C(N(C3)CC(CC)C)=O)CC(C)C)C=C1)F 1-(4-(difluoromethoxy)benzyl)-6-isobutyl-8-(2-methylbutyl)hexahydro-4H-pyrazino[1,2-a]pyrimidine-4,7(6H)-dione